(3S,4S)-tert-butyl 3-fluoro-4-((6-(imidazo[1,2-a]pyrazin-3-yl)pyridin-2-yl)amino)pyrrolidine-1-carboxylate F[C@H]1CN(C[C@@H]1NC1=NC(=CC=C1)C1=CN=C2N1C=CN=C2)C(=O)OC(C)(C)C